C1(CCCC1)C(C1=CC=C(O1)C(=O)N1CC2(C3=CC(=CC=C13)NS(=O)(=O)CC)CCC1(CC2)CC1)O N-(1''-(5-(cyclopentyl(hydroxy)methyl)furan-2-carbonyl)dispiro[cyclopropane-1,1'-cyclohexane-4',3''-indolin]-5''-yl)ethanesulfonamide